C(C)(C)(C)C1=CC2=C(C3=CC=CC=C3C(=C2C=C1)C1=CC2=CC=CC=C2C=C1)C1=CC2=CC=CC=C2C=C1 2-tert-butyl-9,10-di(naphthalene-2-yl)anthracene